FC1=C(C=CC(=C1F)C=1C(=NN(C1)CCOC)C(C)C)O 2,3-difluoro-4-[3-isopropyl-1-(2-methoxyethyl)pyrazol-4-yl]phenol